1,1,1,5,5,5-Hexaphenyl-3,3-dimethyltrisiloxan C1(=CC=CC=C1)[Si](O[Si](O[Si](C1=CC=CC=C1)(C1=CC=CC=C1)C1=CC=CC=C1)(C)C)(C1=CC=CC=C1)C1=CC=CC=C1